C1(=CC(=CC=C1)N1C2=CC=CC=C2C2=C1C=CC=1B3C=4C(=CC(=CC4N(C21)C2=CC=C(C=C2)C2=CC=CC=C2)N2C1=CC=CC=C1C=1C=CC=CC21)N(C2=CC(=CC=C23)N2C3=CC=CC=C3C=3C=CC=CC23)C2=CC=C(C=C2)C2=CC=CC=C2)C2=CC=CC=C2 16-([1,1'-biphenyl]-3-yl)-5,9-di([1,1'-biphenyl]-4-yl)-7,11-di(9H-carbazol-9-yl)-5,16-dihydro-9H-5,9,16-triaza-13b-boraindeno[1,2-a]naphtho[1,2,3-fg]anthracene